ClC1=C(C=CC=C1)C(=O)N1B(C2=C(C=N1)C=C(C=C2)C2=CC(=CC=C2)OC)O (2-chlorophenyl)-[1-hydroxy-6-(3-methoxyphenyl)-2,3,1-benzodiazaborinin-2-yl]methanone